2,2'-(4-benzyl-10-(2-hydroxy-5-nitrobenzyl)-1,4,7,10-tetraazacyclododecane-1,7-diyl)diacetic acid C(C1=CC=CC=C1)N1CCN(CCN(CCN(CC1)CC(=O)O)CC1=C(C=CC(=C1)[N+](=O)[O-])O)CC(=O)O